pentane-1,2,3,5-tetracarboxylic acid C(C(C(CCC(=O)O)C(=O)O)C(=O)O)C(=O)O